(E)-3-(1,3-Benzodioxol-5-yl)-1-(2,4,6-trihydroxyphenyl)prop-2-en-1-one O1COC2=C1C=CC(=C2)/C=C/C(=O)C2=C(C=C(C=C2O)O)O